2-benzylthiopyridin-4-amine C(C1=CC=CC=C1)SC1=NC=CC(=C1)N